5-((3-(3-(((6-Cyclopropylpyridin-3-yl)methyl)amino)propanamido)propyl)amino)benzo[c][2,6]naphthyridine-8-carboxamide C1(CC1)C1=CC=C(C=N1)CNCCC(=O)NCCCNC1=NC2=C(C3=CN=CC=C13)C=CC(=C2)C(=O)N